C(C1=CC=CC=C1)N1C2=NC=NC(=C2N=C1C1=C(C=C(C=C1)OCCN1CCNCC1)Cl)OC1CCC1 9-benzyl-8-(2-chloro-4-(2-(piperazin-1-yl)ethoxy)phenyl)-6-cyclobutoxy-9H-purine